(3S)-N-tert-butyl-1-[6-(5-chloro-6-methoxypyridin-2-yl)-1,2,4-triazin-3-yl]pyrrolidin-3-amine C(C)(C)(C)N[C@@H]1CN(CC1)C=1N=NC(=CN1)C1=NC(=C(C=C1)Cl)OC